2-(3,5-dichloro-4-((4-oxo-3,4,5,6,7,8-hexahydro-5,8-ethanophthalazin-1-yl)oxy)phenyl)-3,5-dioxo-2,3,4,5-tetrahydro-1,2,4-triazine-6-carbonitrile ClC=1C=C(C=C(C1OC1=NNC(C=2C3CCC(C12)CC3)=O)Cl)N3N=C(C(NC3=O)=O)C#N